(1s,4s)-4-(Methylsulfonyl)cyclohexan-1-amine trifluoroacetate FC(C(=O)O)(F)F.CS(=O)(=O)C1CCC(CC1)N